6-methyl-5-(4,4,5,5-tetramethyl-(1,3,2-dioxaborolan-2-yl))benzothiazole CC1=CC2=C(N=CS2)C=C1B1OC(C(O1)(C)C)(C)C